(2R,3S,5R)-1-(2,6-difluorobenzoyl)-N-(4-methyl-3-(trifluoromethyl)phenyl)-2-(4-((tetrahydro-2H-pyran-4-yl)amino)phenyl)-5-(trifluoromethyl)piperidine-3-carboxamide FC1=C(C(=O)N2[C@H]([C@H](C[C@H](C2)C(F)(F)F)C(=O)NC2=CC(=C(C=C2)C)C(F)(F)F)C2=CC=C(C=C2)NC2CCOCC2)C(=CC=C1)F